1-ethyl-6-fluoro-7-(4-(2-(naphthalen-1-yl)ethyl)piperazin-1-yl)-4-oxo-1,4-dihydroquinoline-3-carboxylic acid C(C)N1C=C(C(C2=CC(=C(C=C12)N1CCN(CC1)CCC1=CC=CC2=CC=CC=C12)F)=O)C(=O)O